CN(C1CN(C1)C(=O)OC1CCCCC1)C cyclohexyl 3-(dimethylamino)azetidine-1-carboxylate